n-heptanyl-carboxylic acid C(CCCCCC)C(=O)O